SN1NC(=CC(=N1)S)S 2,4,6-Trimercaptotriazine